C1(CC1)OC=1C=C(C=CC1)C1=CC(=NN1C1=CC=CC2=C1N(C=N2)C)COC(C(=O)O)(C)C 2-([5-(3-Cyclopropoxyphenyl)-1-(1-methyl-1H-1,3-benzodiazol-7-yl)-1H-pyrazol-3-yl]methoxy)-2-methylpropanoic acid